N-[(6-Amino-2-pyridyl)sulfonyl]-2-(5,7-dimethylindolin-1-yl)-6-(3-fluoro-5-isobutoxyphenyl)pyridin-3-carboxamid NC1=CC=CC(=N1)S(=O)(=O)NC(=O)C=1C(=NC(=CC1)C1=CC(=CC(=C1)OCC(C)C)F)N1CCC2=CC(=CC(=C12)C)C